2-(2-(cyclopropanesulfonylamino)pyrimidin-4-yl)-N-(4-(6-ethoxypyrazin-2-yl)phenyl)-N-(4-methoxybenzyl)butyramide C1(CC1)S(=O)(=O)NC1=NC=CC(=N1)C(C(=O)N(CC1=CC=C(C=C1)OC)C1=CC=C(C=C1)C1=NC(=CN=C1)OCC)CC